C(C)N1N(C(C(=C1C)C)C)C 1-ethyl-2,3,4,5-tetramethylpyrazole